tert-butyl 3-acetamido-5-hydroxy-1H-indole-1-carboxylate C(C)(=O)NC1=CN(C2=CC=C(C=C12)O)C(=O)OC(C)(C)C